COC(=O)N[C@H](C(=O)N[C@@H](CC1=CC=C(C=C1)NS(O)(=O)=O)C=1N=C(SC1)C=1SC=CC1C)CC1=CC=CC=C1 4-{(S)-2-[(S)-2-(Methoxycarbonylamino)-3-phenyl-propanamido]-2-[2-(3-methylthiophen-2-yl)thiazol-4-yl]ethyl}phenylsulfamic acid